5-((7-(((1s,3s)-adamantan-1-yl)amino)heptyl)oxy)-2-methyl-4-oxoquinazoline C12(CC3CC(CC(C1)C3)C2)NCCCCCCCOC2=C3C(NC(=NC3=CC=C2)C)=O